ClC1=C(C=CC=C1C1=CC=C(C(=N1)OC)CN(C(OC(C)(C)C)=O)C[C@H]1NC(CC1)=O)C1=C(C(=CC=C1)C1=CC=2N(C(C(=CN2)C=O)=O)C(=C1)C)Cl (S)-tert-butyl ((6-(2,2'-dichloro-3'-(3-formyl-6-methyl-4-oxo-4H-pyrido[1,2-a]pyrimidin-8-yl)-[1,1'-biphenyl]-3-yl)-2-methoxypyridin-3-yl)methyl)((5-oxopyrrolidin-2-yl)methyl)carbamate